N1(CCC1)C[C@H](C)NC(=O)C1=CC(=NN1C)C1=NC(=NC=C1)NC=1C=NC=C(C1)OC N-[(2S)-1-(azetidin-1-yl)propan-2-yl]-3-{2-[(5-methoxypyridin-3-yl)amino]pyrimidin-4-yl}-1-methyl-1H-pyrazole-5-carboxamide